ClC1=C(C=C(N=N1)NC1C[C@@H]2[C@@H](CN(C2)C(=O)OC(C)(C)C)C1)C1(CC1)C(F)(F)F tert-butyl (3aR,5s,6aS)-5-((6-chloro-5-(1-(trifluoromethyl)cyclopropyl)pyridazin-3-yl)amino)hexahydrocyclopenta[c]pyrrole-2(1H)-carboxylate